1,3-oxazole-5-carboxylic acid O1C=NC=C1C(=O)O